C(C=C)(=O)NCCCCCCCCCCC(=O)O 11-acrylamidoundecanoic acid